FC1CC(C1)CN 1-(3-fluorocyclobutyl)methanamine